1-Allyl-4-(trifluoromethyl)benzene allyl-propane-2-enesulfonate (allyl-prop-2-enesulfonate) C(C=C)C(C=C)S(=O)(=O)O.C(C=C)OS(=O)(=O)CC=C.C(C=C)C1=CC=C(C=C1)C(F)(F)F